N-(3(s),4-dimethylpyrazol-1-ylmethyl)carboxamide CC1=NN(C=C1C)CNC=O